FC(OC(C(F)(F)F)(F)OC(F)F)F 1,1-bis(difluoromethoxy)-1,2,2,2-tetrafluoroethane